C(CC1=CC=CC=C1)N1N=CC=2C1=NC=NC2NC(C)C2=CC=CC=C2 1-phenethyl-N-(1-phenyl-ethyl)-1H-pyrazolo[3,4-d]pyrimidin-4-amine